[C@H](C)(CC)[C@@H]1N(CC2=C(NC1=O)C=CC=C2)C(=O)C2=NN(N=C2)C (S)-3-((S)-sec-butyl)-4-(2-methyl-2H-1,2,3-triazole-4-carbonyl)-1,3,4,5-tetrahydro-2H-benzo[e][1,4]diazepin-2-one